C(CCCCCCC\C=C/CCCCCCCC)(=O)OC[C@@H]([C@@H](C(=O)N1\C(\NCC1)=N/C1=C(C2=C(NC=N2)C=C1)Br)CC)CC=1N(C=NC1)C (2R,3S)-4-[(2Z)-2-[(4-bromo-1H-1,3-benzodiazol-5-yl)imino]-imidazolidin-1-yl]-3-ethyl-2-[(3-methylimidazol-4-yl)methyl]-4-oxobutyl (9Z)-octadec-9-enoate